C1(CC1)N(C(=O)NC1=CC(=CC=C1)C(F)(F)F)C1CC2(CN(C2)C(=O)C2=C3N(N=C2)C=CN3C)C1 1-cyclopropyl-1-(2-(1-methyl-1H-imidazo[1,2-b]pyrazole-7-carbonyl)-2-azaspiro[3.3]heptan-6-yl)-3-(3-(trifluoromethyl)phenyl)urea